FC1=CC(=C(C=C1)[C@H](C)N)OCC (S)-1-(4-fluoro-2-ethoxyphenyl)ethylamine